[Na+].[Na+].C(=O)([O-])C1=CC(=NC2=CC=CC=C12)C1=NC2=CC=CC=C2C(=C1)C(=O)[O-] 4,4'-dicarboxy-2,2'-biquinoline disodium salt